NC1=CC=C2C(OC3(CCOCC3)C2=C1)=O 6-amino-2',3',5',6'-tetrahydro-3H-spiro[isobenzofuran-1,4'-pyran]-3-one